C1CCC2=C(C=3CCCC3C=C12)NC(=O)N=[S@](=O)(N)C=1SC(=C(C1)C1=CC=CC=C1)C(C)(C)O (R)-N'-((1,2,3,5,6,7-hexahydro-s-indacen-4-yl)carbamoyl)-5-(2-hydroxypropan-2-yl)-4-phenylthiophene-2-sulfonimidamide